(4-(4-(5-chloro-6-(4-(3-methyloxetan-3-yl)piperazin-1-yl)-1H-indazol-1-yl)-1H-pyrazol-1-yl)bicyclo[2.2.2]octan-1-yl)methanol ClC=1C=C2C=NN(C2=CC1N1CCN(CC1)C1(COC1)C)C=1C=NN(C1)C12CCC(CC1)(CC2)CO